4-[(4-aminophenyl)(3-chlorophenyl)methyl]aniline NC1=CC=C(C=C1)C(C1=CC=C(N)C=C1)C1=CC(=CC=C1)Cl